FC(CCCNCC(=O)O)(F)F 2-[(4,4,4-trifluorobutyl)amino]acetic acid